(1-phenyl-4-(4-(phenylamino)butyl)-1H-imidazol-2-yl)-3-(1H-pyrazol-4-yl)benzamide C1(=CC=CC=C1)N1C(=NC(=C1)CCCCNC1=CC=CC=C1)C1=C(C(=O)N)C=CC=C1C=1C=NNC1